tert-Butyl (6-methyl-5-(thiophene-2-sulfonylamino)pyridin-2-yl)carbamate CC1=C(C=CC(=N1)NC(OC(C)(C)C)=O)NS(=O)(=O)C=1SC=CC1